3-Ethyl-1-(6-(1-methyl-1H-pyrazol-4-yl)pyrrolo[1,2-b]pyridazin-4-yl)-2-oxopyrrolidine-3-carbonitrile C(C)C1(C(N(CC1)C=1C=2N(N=CC1)C=C(C2)C=2C=NN(C2)C)=O)C#N